ClC1=CC=2C(=NC=3CCN(CC3C2C(NC2=CC(=C(C=C2)F)F)=O)C(=O)OC(C)(C)C)C=C1 tert-Butyl 8-chloro-10-((3,4-difluorophenyl)carbamoyl)-3,4-dihydrobenzo[b][1,6]naphthyridine-2(1H)-carboxylate